ClC1=CC=C(C=C1)C1=CC(=CC=C1)C1=CC=CC=2C(C3=CC=CC=C3C12)(C)C 4-(4'-chloro-[1,1'-biphenyl]-3-yl)-9,9-dimethyl-9H-fluorene